1-isopropyl-2-methyl-piperazine C(C)(C)N1C(CNCC1)C